N(=[N+]=[N-])CCC1=C(C=CC=C1)N(C(OC(C)(C)C)=O)CC.O=C1N(CCC1)C=C 1-(2-oxo-1-pyrrolidinyl) ethylene tert-butyl N-[2-(2-azidoethyl) phenyl]-N-ethylcarbamate